[C@H]12OC[C@H](N(C1)C1CCN(CC1)S(=O)(=O)C1=CC(=C(C=C1)NC=1C=C(C3=C(N1)NC=C3C(F)(F)F)NC)OC)C2 N6-(4-((4-((1R,4R)-2-oxa-5-azabicyclo[2.2.1]heptan-5-yl)piperidin-1-yl)sulfonyl)-2-methoxyphenyl)-N4-methyl-3-(trifluoromethyl)-1H-pyrrolo[2,3-b]pyridine-4,6-diamine